C(C#CC)(=O)N1CCN(CC1)[C@@H]1C=2C(NCC1)=C(N(N2)C2=CC=C(C=C2)OC2=CC=CC=C2)C(=O)N (7S)-7-[4-(but-2-ynoyl)piperazin-1-yl]-2-(4-phenoxyphenyl)-4,5,6,7-tetrahydro-2H-pyrazolo[4,3-b]pyridine-3-carboxamide